trans-N-(8-amino-6-(4-ethylpyridin-3-yl)isoquinolin-3-yl)-2-cyanocyclopropane-1-carboxamide NC=1C=C(C=C2C=C(N=CC12)NC(=O)[C@H]1[C@@H](C1)C#N)C=1C=NC=CC1CC